(R)-4-amino-2-(3-methylphenyl)quinazoline NC1=NC(=NC2=CC=CC=C12)C1=CC(=CC=C1)C